di(tetradecyl)-N-(alpha-trimethylammonioacetyl)diethanolamine C(CCCCCCCCCCCCC)C(N(CCO)C(C[N+](C)(C)C)=O)(CO)CCCCCCCCCCCCCC